BrC1=CC=C(C=C1)/C(=C(\C1=CC=CC=C1)/C1=CC=C(C=C1)CCC(=O)O)/C1=CC=CC=C1 (E)-3-(4-(2-(4-bromophenyl)-1,2-diphenylvinyl)phenyl)propionic acid